2-carboxymethylbenzoylacetyloctylmethane C(=O)(O)CC1=C(C(=O)C(CCCCCCCC)C(C)=O)C=CC=C1